2,4-dihydroxy-5-bromobenzaldehyde OC1=C(C=O)C=C(C(=C1)O)Br